C1(CC1)C(=O)NC1=NC=C(C(=O)NC([2H])([2H])[2H])C(=C1)NC1=NC=CC=2C=3C(CN(C12)C([2H])([2H])[2H])=CN(N3)C 6-(cyclopropanecarboxamido)-N-(methyl-d3)-4-((2-methyl-5-(methyl-d3)-4,5-dihydro-2H-pyrazolo[4,3-c][1,7]naphthyridin-6-yl)amino)nicotinamide